S(=O)(=O)(O)C1=C(O)C(=CC(=C1O)S(=O)(=O)O)S(=O)(=O)O 2,4,6-trisulforesorcinol